(2R)-N-{(1R)-1-[1-({3,4-difluoro-2-[(2-fluoro-4-iodophenyl)amino]phenyl}carbonyl)3-hydroxyazetidin-3-yl]ethyl}-3,3,3-trifluoro-2-(methyloxy)-2-phenylpropanamide FC=1C(=C(C=CC1F)C(=O)N1CC(C1)(O)[C@@H](C)NC([C@@](C(F)(F)F)(C1=CC=CC=C1)OC)=O)NC1=C(C=C(C=C1)I)F